Cl.ClC1=C2C3C=CC(C2=CC=C1)N3C(C)C 3-Chloro-11-(propan-2-yl)-11-azatricyclo[6.2.1.02,7]undeca-2,4,6,9-tetraene hydrochloride